ClC1=C(C(N(C2=CC(=CC=C12)C(F)(F)F)C1=CC=CC=C1)=O)C#N 4-chloro-2-oxo-1-phenyl-7-trifluoromethyl-1,2-dihydroquinoline-3-carbonitrile